BrCC(=O)NC1=C(C=C(C=C1)C)CC1=C(C=CC=C1F)F 2-bromo-N-(2-(2,6-difluorobenzyl)-4-methylphenyl)acetamide